acrylic acid-amide C(C=C)(=O)N